4-(4-((4,4-dimethyl-2-(4-(morpholinomethyl)thiophen-2-yl)cyclohex-1-en-1-yl)methyl)piperazin-1-yl)benzoic acid methyl ester COC(C1=CC=C(C=C1)N1CCN(CC1)CC1=C(CC(CC1)(C)C)C=1SC=C(C1)CN1CCOCC1)=O